Phenyl-triethoxysilan C1(=CC=CC=C1)[Si](OCC)(OCC)OCC